8-tetradecynic acid C(CCCCCCC#CCCCCC)(=O)O